2-acryloyl-7-(4-((5-(furan-2-yl)-2-methoxyphenyl)amino)-7-methoxyquinazolin-6-yl)-5-oxa-2,7-diazaspiro[3.4]octan-6-one C(C=C)(=O)N1CC2(C1)OC(N(C2)C=2C=C1C(=NC=NC1=CC2OC)NC2=C(C=CC(=C2)C=2OC=CC2)OC)=O